S(=O)(=O)(O)O.NC1=CC=CC=C1 aniline sulphate